ClC1=C(C=CC(=C1)Cl)[C@@H](C)N1C(=C(C2=NC=C(N=C21)N2CC(C2)[C@@H]2CN(CCC2)CCO)C(F)(F)F)C#N 5-[(1R)-1-(2,4-dichlorophenyl)ethyl]-3-{3-[(3R)-1-(2-hydroxyethyl)hexahydropyridin-3-yl]azetidin-1-yl}-7-(trifluoromethyl)pyrrolo[3,2-b]pyrazine-6-carbonitrile